mercaptosulphonic acid SS(=O)(=O)O